2,4-disulfonyl-α-phenyl-tert-butyl-nitrone tert-Butyl-2-cyclopropyl-5-(ethylsulfonyl)-1-methyl-1H-imidazole-4-carboxylate C(C)(C)(C)OC(=O)C=1N=C(N(C1S(=O)(=O)CC)C)C1CC1.S(=O)(=O)=C1C(C=CC(C1)=S(=O)=O)C(=[NH+][O-])C(C)(C)C